diallylmethylethylammonium ethylsulfate maleate C(\C=C/C(=O)[O-])(=O)[O-].C(C)OS(=O)(=O)[O-].C(C=C)C(CC=C)[NH2+]CC.C(C=C)C(CC=C)[NH2+]CC.C(C=C)C(CC=C)[NH2+]CC